C(C1=CC=CC=C1)NCCCCCOCCOCC N-benzyl-5-(2-ethoxyethoxy)pentan-1-amine